N1(CCC1)CC1=C(C(=CC=C1)F)CN (2-(azetidin-1-ylmethyl)-6-fluorophenyl)methylamine